4-((2-fluoro-6-methoxybenzyl)amino)-2-((1-(2-hydroxyethyl)-1H-pyrazol-4-yl)amino)pyrimidin-5-carboxamide FC1=C(CNC2=NC(=NC=C2C(=O)N)NC=2C=NN(C2)CCO)C(=CC=C1)OC